C(C(=C)C)(=O)O.C(C(=C)C)(=O)O.OC1CCC(CC1)(C)C 4-hydroxydimethylcyclohexane dimethacrylate